ClC=1C=NN(C1C1=NC2=CC=CC=C2C(=N1)OCC1=CC=C(C=C1)C=1N(C=C(N1)C(F)(F)F)C)C(C)C 2-(4-chloro-1-isopropyl-1H-pyrazol-5-yl)-4-((4-(1-methyl-4-(trifluoromethyl)-1H-imidazol-2-yl)benzyl)oxy)quinazoline